dimethyl-silyl-triazole C[SiH](C=1N=NNC1)C